CC1=C(C=CC(=C1)C)C(CC1C(CCCC1)=O)C1=C(C=C(C=C1)C)C 2-(2,2-bis(2,4-dimethylphenyl)ethyl)cyclohexanone